BrC=1C=NN(C1)[C@H]1C[C@H](N(C1)C(=O)OC(C)(C)C)C tert-Butyl (2R,4S)-4-(4-bromopyrazol-1-yl)-2-methylpyrrolidine-1-carboxylate